5'-chloro-2'-{[(2-methoxyethyl)(methyl)amino]methyl}-7',8'-dihydro-6'H-spiro[cyclohexane-1,9'-furo[2,3-f]quinazoline]-7'-one ClC=1C=C2C(=C3C4(NC(NC13)=O)CCCCC4)OC(=C2)CN(C)CCOC